(3-methyl-4-phenylpiperazin-1-yl)methanone tert-butyl-4-(isoquinolin-6-yloxy)piperidine-1-carboxylate C(C)(C)(C)OC(=O)N1CCC(CC1)OC=1C=C2C=CN=CC2=CC1.CC1CN(CCN1C1=CC=CC=C1)C=O